benzyl 4-[3-[7-(difluoromethyl)-6-(1-methylpyrazol-4-yl)-3,4-dihydro-2H-quinolin-1-yl]-4,5,6,7-tetrahydropyrazolo[4,3-c]pyridin-1-yl]piperidine-1-carboxylate FC(C1=C(C=C2CCCN(C2=C1)C1=NN(C2=C1CNCC2)C2CCN(CC2)C(=O)OCC2=CC=CC=C2)C=2C=NN(C2)C)F